N-(2-deoxy-2-L-leucylamino-β-D-glucopyranosyl)-N-octadecyldodecanamide acetate C(C)(=O)O.N[C@@H](CC(C)C)C(=O)N[C@H]1[C@@H](O[C@@H]([C@H]([C@@H]1O)O)CO)N(C(CCCCCCCCCCC)=O)CCCCCCCCCCCCCCCCCC